(azepin-1-yl)-3-(p-tolylthio)urea N1(C=CC=CC=C1)NC(=O)NSC1=CC=C(C=C1)C